N-(5-(5-amino-1H-pyrazol-1-yl)-1,3,4-thiadiazol-2-yl)-3-(((1S,3S)-3-methoxycyclohexyl)oxy)-4-(3-methoxypyridin-2-yl)-2-oxo-2H-pyran-6-carboxamide NC1=CC=NN1C1=NN=C(S1)NC(=O)C1=CC(=C(C(O1)=O)O[C@@H]1C[C@H](CCC1)OC)C1=NC=CC=C1OC